tert-butyl (2-(3-(1-(4-(2-methylbenzamido)naphthalene-1-sulfonamido)ethyl)piperidin-1-yl)-2-oxoethyl)carbamate CC1=C(C(=O)NC2=CC=C(C3=CC=CC=C23)S(=O)(=O)NC(C)C2CN(CCC2)C(CNC(OC(C)(C)C)=O)=O)C=CC=C1